FC(C=1N=C(OC1)N)(F)F 4-(trifluoromethyl)oxazol-2-amine